(4-chloro-3,5-difluoro-1H-indol-2-yl)((3R,4S)-3-fluoro-4-(methylamino)pyrrolidin-1-yl)methanone ClC1=C2C(=C(NC2=CC=C1F)C(=O)N1C[C@H]([C@H](C1)NC)F)F